3-(ethoxymethyl)-4-methylazoline-2,5-dione C(C)OCC=1C(NC(C1C)=O)=O